COC1=NN(C=C1)COCC[Si](C)(C)C 3-methoxy-1-((2-(trimethylsilyl)ethoxy)methyl)-1H-pyrazole